normal pentacosane CCCCCCCCCCCCCCCCCCCCCCCCC